(Z)-1,4-dibromo-1,1,2-trifluorobut-2-ene BrC(/C(=C/CBr)/F)(F)F